rel-(S*)-6-((R)-2-hydroxy-1-((4-methoxybenzyl)amino)ethyl)-4-(4-methoxybenzyl)morpholin-3-one OC[C@@H](NCC1=CC=C(C=C1)OC)[C@H]1OCC(N(C1)CC1=CC=C(C=C1)OC)=O |o1:13|